3-[(3-bromo-benzyl)-(toluene-4-sulfonyl)-amino]-propionyl Chloride BrC=1C=C(CN(CCC(=O)Cl)S(=O)(=O)C2=CC=C(C)C=C2)C=CC1